OC=1C(=NC=CC1)C=1C=NC(=CC1C)C(=O)O hydroxy-4'-methyl-[2,3'-bipyridine]-6'-carboxylic acid